FC1(OC2=C(O1)C=CC=C2N)F 2,2-difluorobenzo[d][1,3]dioxol-4-amine